P(OC1=CC=C(C=C1)C)(OC1=CC=C(C=C1)C)=O di(4-methylphenyl) phosphonate